1-(tetrahydro-2H-pyran-2-yl)-5-(trifluoromethyl)-1H-indazole-6-boronic acid O1C(CCCC1)N1N=CC2=CC(=C(C=C12)B(O)O)C(F)(F)F